2-chloro-N-(1-cyanocyclopropyl)-5-[1-[3-iodo-1-methyl-5-[1,2,2,2-tetrafluoro-1-(trifluoromethyl)ethyl]pyrrol-2-yl]pyrazol-4-yl]benzamide ClC1=C(C(=O)NC2(CC2)C#N)C=C(C=C1)C=1C=NN(C1)C=1N(C(=CC1I)C(C(F)(F)F)(C(F)(F)F)F)C